C1(C=CC(N1CCCCCC(=O)OC1C(=O)NC(C1)=O)=O)=O maleimidocaproyloxysuccinimide